4-bromo-3-[(4-methoxyphenyl)methoxy]benzonitrile BrC1=C(C=C(C#N)C=C1)OCC1=CC=C(C=C1)OC